7-bromo-N-cyclohexyl-5H-pyrrolo[3,2-d]pyrimidin-2-amine BrC1=CNC2=C1N=C(N=C2)NC2CCCCC2